3-(pyrimidin-2-ylmethyl)urea N1=C(N=CC=C1)CNC(N)=O